3-chloro-1H-pyrazol ClC1=NNC=C1